ClC=1C(N(S(C1Cl)(=O)=O)CCOCCOCCOCCOCCOCCOCCC(=O)O)=O 3-[2-[2-[2-[2-[2-[2-(4,5-dichloro-1,1,3-trioxo-isothiazol-2-yl)ethoxy]ethoxy]ethoxy]ethoxy]ethoxy]ethoxy]propanoic acid